N1(CCCCC1)C(COCCN(C)C)C 2-[2-(1-piperidinyl)propoxy]ethyl-N,N-dimethyl-amine